C(#N)CCCCC(C1=CC(=CC=C1)I)C1=CN=C(N1)C=1C=C(OC=2C(=C3C=CNC3=CC2F)/C=C/C(=O)OC)C=CC1F Methyl (E)-3-(5-(3-(5-(5-cyano-1-(3-iodophenyl)pentyl)-1H-imidazol-2-yl)-4-fluorophenoxy)-6-fluoro-1H-indol-4-yl)acrylate